(2E,6E,10E)-2-ethyl-3,7,11,15-tetramethylhexadeca-2,6,10,14-tetraen-1-ol C(C)/C(/CO)=C(\CC\C=C(\CC\C=C(\CCC=C(C)C)/C)/C)/C